((R)-1-(3-amino-5-(trifluoromethyl)phenyl)ethyl)-6-(((S)-4,4-difluoro-1-methylpyrrolidin-2-yl)methoxy)-7-methoxy-2-methyl-quinazolin-4-amine NC=1C=C(C=C(C1)C(F)(F)F)[C@@H](C)C1=C2C(=NC(=NC2=CC(=C1OC[C@H]1N(CC(C1)(F)F)C)OC)C)N